6-[2-(3,4-difluoro-2-methyl-phenoxy)-4-methyl-5-(trifluoromethyl)-3-pyridyl]-4-oxo-1H-pyridine-3-carboxamide FC=1C(=C(OC2=NC=C(C(=C2C2=CC(C(=CN2)C(=O)N)=O)C)C(F)(F)F)C=CC1F)C